BrC=1C=C(CC2=NNC(C3=CC=C(C=C23)OC(F)(F)F)=O)C=CC1F 4-(3-bromo-4-fluorobenzyl)-6-(trifluoromethoxy)phthalazin-1(2H)-one